C(C)(=O)OCCCCCCCCCC\C=C/CCCC (Z)-hexadeca-11-en-1-yl acetate